2-((4-(2-chlorophenyl)-2-oxo-2H-chromen-7-yl)oxy)-3-methoxypropanamide ClC1=C(C=CC=C1)C1=CC(OC2=CC(=CC=C12)OC(C(=O)N)COC)=O